BrC1=CC(=C(C(=C1)OC)C=1N(C=C(N1)C(F)(F)F)C)F 2-(4-bromo-2-fluoro-6-methoxyphenyl)-1-methyl-4-(trifluoromethyl)imidazole